benzyl (2S,4R)-4-(difluoromethyl)-1-((4-phenoxybenzoyl)glycyl)pyrrolidine-2-carboxylate FC([C@@H]1C[C@H](N(C1)C(CNC(C1=CC=C(C=C1)OC1=CC=CC=C1)=O)=O)C(=O)OCC1=CC=CC=C1)F